C(CCCCC)C(CC=1NC(C=2C1C(NC2)=O)=O)CCCCCCCC 2-hexyldecyl-2,3,5,6-tetrahydro-3,6-dioxopyrrolo[3,4-c]pyrrole